ClC1=C(C=NC(=C1C)C)C 4-chloro-3,5,6-trimethylpyridine